(4R,5R)-4,5-dimethyl-1,3,2-dioxathiolane-2-oxide C[C@H]1OS(O[C@@H]1C)=O